O=C1NSC2=C1C=CC=C2C#N 3-oxo-2H-1,2-benzothiazole-7-carbonitrile